tri-tert-butyl 3,3',3''-(((3S,4S,5R,Z)-1-((benzyloxy)carbonyl)-1,2,3,4,5,8-hexahydroazocine-3,4,5-triyl)tris(oxy))tripropionate C(C1=CC=CC=C1)OC(=O)N1C[C@@H]([C@H]([C@@H](\C=C/C1)OCCC(=O)OC(C)(C)C)OCCC(=O)OC(C)(C)C)OCCC(=O)OC(C)(C)C